OC(COC(C1=CC=CC=C1)=O)=C(C)C benzoic acid 2-hydroxy-3-methyl-2-butenyl ester